CC1=CC=C(C=C1)CC=O 2-(4-methyl-phenyl)-ethanal